COC(CC1CCN(CC1)C1=CC=C(C(=O)O)C=C1)OC 4-(4-(2,2-Dimethoxyethyl)piperidin-1-yl)benzoic acid